1-butyl-3-(4-((5,5-dimethyl-2,4-dioxo-3-((2-(trimethylsilyl)ethoxy)methyl)imidazolidin-1-yl)methyl)-4-methoxycyclohexyl)pyrimidine-2,4,6(1H,3H,5H)-trione C(CCC)N1C(N(C(CC1=O)=O)C1CCC(CC1)(OC)CN1C(N(C(C1(C)C)=O)COCC[Si](C)(C)C)=O)=O